FC(S(=O)(=O)O)(F)F.N=C1N(NC=CN1)CC(C(F)F)(F)F dihydro-3(s)-imino-2-(2,2,3,3-tetrafluoropropyl)-1,2,4-triazine trifluoromethanesulphonate